CN(C)B1OB(OB(O1)N(C)C)N(C)C tris(dimethylamino)boroxine